BrC1=C(C2=C(CN3[C@@H](CO2)CN(CC3)C(=O)OC(C)(C)C)C=C1C#C[Si](C)(C)C)F tert-butyl (12aR)-9-bromo-10-fluoro-8-[(trimethylsilyl)ethynyl]-3,4,12,12a-tetrahydro-6H-pyrazino[2,1-c][1,4]benzoxazepine-2(1H)-carboxylate